FC(C1=NC=CC=C1)F 2-(difluoro-methyl)pyridin